C1(CC1)C1=NNC(=N1)C1CC2(CN(C2)C(=O)N2CC3(C2)CN(C3)CC3=NC(=NO3)C(C)(F)F)C1 [6-(3-cyclopropyl-1H-1,2,4-triazol-5-yl)-2-azaspiro[3.3]heptan-2-yl]-[6-[[3-(1,1-difluoroethyl)-1,2,4-oxadiazol-5-yl]methyl]-2,6-diazaspiro[3.3]heptan-2-yl]methanone